2-(3-Hydroxypropyl)-5-(trifluoromethyl)-3H-imidazo[4,5-b]pyridin OCCCC1=NC=2C(=NC(=CC2)C(F)(F)F)N1